FC1=CC(=C(C=C1)C1=C2C=NN(C2=CC(=C1)C1CN(C1)[C@H](CCC=O)C(C)C)C)C(=O)N1[C@@H](COCC1)C (4R)-4-[3-(4-{4-fluoro-2-[(3R)-3-methylmorpholine-4-carbonyl]phenyl}-1-methyl-1H-indazol-6-yl)azetidin-1-yl]-5-methylhexanal